tert-butyl (2R)-4-fluoro-2-(hydroxymethyl)-2,5-dihydropyrrole-1-carboxylate FC1=C[C@@H](N(C1)C(=O)OC(C)(C)C)CO